CCC(CC(=O)[O-])=O.CCC(CC(=O)[O-])=O.[Al+2] aluminum bis(methylacetoacetate)